2-(((3S,4R,6S,6R)-6-(7-((2-methoxybenzyl)amino)-5-(propylsulfanyl)-3H-[1,2,3]Triazolo[4,5-d]Pyrimidin-3-yl)-2,2-dimethyltetrahydro-4H-cyclopenta[d][1,3]Dioxolan-4-yl)oxy)ethan-1-ol COC1=C(CNC=2C3=C(N=C(N2)SCCC)N(N=N3)[C@H]3C[C@H](C2C3OC(O2)(C)C)OCCO)C=CC=C1